NC=1C(=NC=C(N1)N1CCC(CC1)(C)N)SC=1C(=C(C=CC1)NCC1=C(C=C(C=C1)N1C(NC(CC1)=O)=O)F)Cl 1-(4-(((3-((3-amino-5-(4-amino-4-methylpiperidin-1-yl)pyrazin-2-yl)thio)-2-chlorophenyl)amino)methyl)-3-fluorophenyl)dihydropyrimidine-2,4(1H,3H)-dione